CC1=NN2C(N(CC(C2)C)C(CCC(=O)NC=2N=NC(=CC2)C=2C=NC=CC2)=O)=C1 4-(2,6-dimethyl-6,7-dihydropyrazolo[1,5-a]pyrimidin-4(5H)-yl)-4-oxo-N-(6-(pyridin-3-yl)pyridazin-3-yl)butanamide